N-ethyl-N-(2-propoxy)ethylaniline C(C)N(C1=CC=CC=C1)CCOC(C)C